(4-hydroxycyclohexyl)-5-(4-(1-isopropylpyrrolidin-3-yl)phenyl)nicotinamide OC1CCC(CC1)C1=C(C(=O)N)C=C(C=N1)C1=CC=C(C=C1)C1CN(CC1)C(C)C